Bis(salicylidene)ethylenediamine C(C=1C(O)=CC=CC1)=NCCN=CC=1C(O)=CC=CC1